C1(CCCCC1)/C=C/N1C=C(C=2C(C(CCC12)(F)F)O)C(F)(F)F (E)-1-(2-cyclohexylvinyl)-5,5-difluoro-3-(trifluoromethyl)-4,5,6,7-tetrahydro-1H-indol-4-ol